[SiH3][NH-] Silylamide